4-({5-chloro-2-[(2-methyl-1-oxoisoindol-5-yl)amino]pyrimidin-4-yl}amino)cyclohexanecarboxylic acid ClC=1C(=NC(=NC1)NC=1C=C2CN(C(C2=CC1)=O)C)NC1CCC(CC1)C(=O)O